amino-5-phenyl-1,2,4-triazole NC1=NNC(=N1)C1=CC=CC=C1